3-bromomethyl-4-chloro-biphenyl-3-carboxylic acid methyl ester COC(=O)C1(CC(=CC=C1Cl)C1=CC=CC=C1)CBr